t-butylperoxymethyl ether C(C)(C)(C)OOCOCOOC(C)(C)C